FC=1C=C2C=3C(=NNC(C3C1)=O)[C@@H]([C@H](N2CC(=O)N=[N+]=[N-])C2=CC=C(C=C2)F)C2=NC=NN2C 2-((8S,9R)-5-fluoro-8-(4-fluorophenyl)-9-(1-methyl-1H-1,2,4-triazol-5-yl)-3-oxo-8,9-dihydro-2H-pyrido[4,3,2-de]phthalazin-7(3H)-yl)acetyl azide